C[C@@H]1CN(CCN1C1COC1)C=1SC2=C(N1)SC(=C2)C(=O)NC2CC1(CC1)C2 (R)-2-(3-methyl-4-(oxetan-3-yl)piperazin-1-yl)-N-(spiro[2.3]hexan-5-yl)thieno[2,3-d]thiazole-5-carboxamide